(6S,9R)-N-(5-Chloro-2-fluoro-4-(5-methoxypyridin-3-yl)phenyl)-3-oxo-3,5,6,7,8,9-hexahydro-2H-6,9-epiminocyclohepta[c]pyridazine-10-carboxamide ClC=1C(=CC(=C(C1)NC(=O)N1[C@@H]2CC=3C(=NNC(C3)=O)[C@H]1CC2)F)C=2C=NC=C(C2)OC